FC(OC1=CC=C(C=N1)C1COC2=C(O1)C(=CC(=C2)CN2C=NC=1C2=NC=CC1)OC)F 3-((2-(6-(difluoromethoxy)pyridin-3-yl)-8-methoxy-2,3-dihydrobenzo[b][1,4]dioxin-6-yl)methyl)-3H-imidazo[4,5-b]pyridine